(S)-1-([1,2,4]triazolo[4,3-a]pyrazin-8-yl)pyrrolidin-3-amine hydrochloride salt Cl.N=1N=CN2C1C(=NC=C2)N2C[C@H](CC2)N